[As].[Cr].[Al] aluminum chromium arsenic